N-(7-chloro-4-(methylamino)-2-oxo-1-phenyl-1,2-dihydroquinolin-3-yl)-2-phenylacetamide ClC1=CC=C2C(=C(C(N(C2=C1)C1=CC=CC=C1)=O)NC(CC1=CC=CC=C1)=O)NC